octyl-2-methylacetate C(CCCCCCC)OC(CC)=O